CC1=C(C(=C(C=C1C(=O)OC)C)C1=CC=CC=C1)C1=CC=CC=C1 Methyl 3',6'-dimethyl-[1,1':2',1''-terphenyl]-4'-carboxylate